CN1CCN(CC1)[C@@H]1CC[C@H](CC1)C1=CN(C2=C1N=CN=C2N)C2=CC=C(C=C2)OC2=CC=CC=C2 7-((trans)-4-(4-methylpiperazin-1-yl)cyclohexyl)-5-(4-phenoxyphenyl)-5H-pyrrolo[3,2-d]Pyrimidin-4-amine